3,5-bis(trifluoromethyl)phenyl cyanate FC(C=1C=C(C=C(C1)C(F)(F)F)OC#N)(F)F